[2-(6-azaspiro[3.4]octan-6-yl)-6-chloropyridin-3-yl]-(1,1-dioxo-1,4-thiazinan-4-yl)methanone C1CCC12CN(CC2)C2=NC(=CC=C2C(=O)N2CCS(CC2)(=O)=O)Cl